[Na+].C(C(C)C)NS([O-])(=O)=O N-Isobutylsulfamic acid sodium salt